F[C@H]1CN(CC1)CC=1C=C(C=CC1)C1=CC=C(C=C1)C=1C=C(C2=C(NC(=N2)C)C1)C(=O)O (R)-6-(3'-((3-fluoropyrrolidin-1-yl)methyl)-[1,1-biphenyl]-4-yl)-2-methyl-1H-benzo[d]imidazole-4-carboxylic acid